ClC=1C=C(CCl)C=CC1Cl 3,4-Dichlorobenzyl chloride